FC(C1=CC(=NC=C1)CNC(=O)C=1N=NN(C1)CCCCN1N=NC(=C1)C(=O)NCC=1C=C(C=CC1)CNC(OC(C)(C)C)=O)(F)F tert-butyl N-[(3-{[(1-{4-[4-({[4-(trifluoromethyl)pyridin-2-yl]methyl}carbamoyl)-1H-1,2,3-triazol-1-yl]butyl}-1H-1,2,3-triazol-4-yl)formamido]methyl} phenyl)methyl]carbamate